6-(6-methoxy-5-((3-pivalamidocyclohexyl)carbamoyl)pyridin-3-yl)-N-methyl-1H-indazole-3-carboxamide COC1=C(C=C(C=N1)C1=CC=C2C(=NNC2=C1)C(=O)NC)C(NC1CC(CCC1)NC(C(C)(C)C)=O)=O